S1C=NC2=C1C(=CC=C2)CNCCC(=O)N2CCN(CC2)C2=NC=C(C=C2)C(F)(F)F 3-{[(1,3-benzothiazol-7-yl)methyl]amino}-1-{4-[5-(trifluoromethyl)pyridin-2-yl]piperazin-1-yl}propan-1-one